CC(C)C1=CC=C(C=C1)NC(=O)N1[C@H](CCC1)C(=O)NC1=CC=C(C=C1)C1=CC(=C(C=C1)C(=O)O)C(F)(F)F 4'-[(1-{[4-(propan-2-yl)phenyl]carbamoyl}-D-prolyl)amino]-3-(trifluoromethyl)[1,1'-biphenyl]-4-carboxylic acid